7-((2-ethyl-4'-(1,1,1,3,3,3-hexafluoro-2-hydroxypropan-2-yl)-[1,1'-biphenyl]-4-yl)methyl)-2,7-diazaspiro[4.4]nonan-1-one C(C)C1=C(C=CC(=C1)CN1CC2(CCNC2=O)CC1)C1=CC=C(C=C1)C(C(F)(F)F)(C(F)(F)F)O